The molecule is propane-1,3-diamine in which a hydrogen attached to one nitrogen is substituted by a 3-aminoprop-1-yl group, and a hydrogen attached to the other nitrogen is substituted by a 4-aminobut-1-yl group. A polyamine natural product, its name arises from its similarity to spermine and the fact that it was first isolated from the extreme thermophile, Thermus thermophilus. It is a polyazaalkane and a tetramine. It is a conjugate base of a thermosperminium(4+). C(CCNCCCNCCCN)CN